C(=O)O.C(=O)O.C(=O)O.C(CCC)NC=1N=CC2=C(N(C(C=3C=C(C=CC23)CN2CCN(CC2)C)=O)[C@@H]2CC[C@H](CC2)C(=O)NCC2CC2)N1 trans-4-(3-(Butylamino)-8-((4-methylpiperazin-1-yl)methyl)-6-oxopyrimido[4,5-c]isoquinolin-5(6H)-yl)-N-(cyclopropylmethyl)cyclohexane-1-carboxamide TrisFormic Acid Salt